OC1=C(CO[C@@H]2[C@H]([C@H]([C@H](O[C@]23OCCCC3)CO)O)N3N=NC(=C3)C3=CC(=C(C(=C3)F)F)F)C=CC=C1 (2R,3R,4S,5R,6S)-5-((2-hydroxybenzyl)oxy)-2-(hydroxymethyl)-4-(4-(3,4,5-trifluorophenyl)-1H-1,2,3-triazol-1-yl)-1,7-dioxaspiro[5.5]undecan-3-ol